N'-cyano-3-isopropyl-2-oxo-1,2,3,5-tetrahydro-4H-benzo[1,4]diazepine-4-carboxamidine C(#N)N=C(N)N1C(C(NC2=C(C1)C=CC=C2)=O)C(C)C